NC1=NC=CC(=C1)C=1C(=C(C=CC1)N1C=NC(=C1)C1=NC(=NC=C1C(F)(F)F)NC1CCN(CC1)S(=O)(=O)C)Cl (1-(3-(2-aminopyridin-4-yl)-2-chlorophenyl)-1H-imidazol-4-yl)-N-(1-(methylsulfonyl)piperidin-4-yl)-5-(trifluoromethyl)pyrimidin-2-amine